C(C)(C)(C)[C@H]1N(CCN(C1C(NC)=O)C1=NC=C(N=C1Cl)C(F)(F)F)C(=O)O tert-butyl-(R)-4-(3-chloro-5-(trifluoromethyl)pyrazine-2-yl)-3-(methylcarbamoyl)piperazine-1-carboxylic acid